N1C(=NC2=C1C=CC=C2)C(=O)N2CC1=C(CCC2)N=C(NC1=O)C1(CC1)C1=CC(=CC=C1)Cl 6-(1H-benzo[d]imidazole-2-carbonyl)-2-(1-(3-chlorophenyl)cyclopropyl)-3,5,6,7,8,9-hexahydro-4H-pyrimido[5,4-c]azepin-4-one